OC1=C(N2C(C3=C4C(=CC=C13)OCCO4)=NC=N2)C(=O)NCC(=O)O (6-hydroxy-10,11-dihydro-[1,4]dioxino[2,3-h][1,2,4]triazolo[5,1-a]isoquinoline-5-carbonyl)glycine